(2-(naphthalen-1-yl)-4-(trifluoromethyl)phenyl)diphenylphosphine C1(=CC=CC2=CC=CC=C12)C1=C(C=CC(=C1)C(F)(F)F)P(C1=CC=CC=C1)C1=CC=CC=C1